bis(trifluoromethylsulfonyl)1-octyl-3-methylimidazolium bis(trifluoromethylsulfonyl)imide [N-](S(=O)(=O)C(F)(F)F)S(=O)(=O)C(F)(F)F.FC(S(=O)(=O)C=1[N+](=C(N(C1)CCCCCCCC)S(=O)(=O)C(F)(F)F)C)(F)F